C[O-].[Na+].ClC1=C(C(=C(N=N1)OC1=CC(=CC=C1)C(F)(F)F)C(=O)OC)CCOC methyl 6-chloro-5-(2-methoxyethyl)-3-[3-(trifluoromethyl)phenoxy]pyridazine-4-carboxylate Sodium methoxide